C(=O)O.O1C(=CC=C1)CC1=C(C2=NC=CC(=C2S1)N)C [(furan-2-yl)methyl]-3-methylthieno[3,2-b]pyridin-7-amine formate